O=C[C@@H](O)[C@@H](O)[C@H](O)[C@H](O)CO endo-mannose